F[C@@H]1[C@@H](C1)C(=O)NC=1N=C2N(C=C(C=C2)C2=C(C3=C(N=CS3)C=C2)C)C1 (1s,2s)-2-fluoro-N-(6-(7-methylbenzothiazol-6-yl)imidazo[1,2-a]pyridin-2-yl)cyclopropanecarboxamide